diethyleneglycol dicaprylate C(CCCCCCC)(=O)OCCOCCOC(CCCCCCC)=O